C1(CC1)CN1C(=CC=2C=CC3=C(NCCO3)C21)C2=NC1=C(N2C)C(=CC(=C1)C=O)F [2-[9-(cyclopropylmethyl)-2,3-dihydro-1H-pyrrolo[2,3-f][1,4]benzoxazin-8-yl]-7-fluoro-1-methyl-benzimidazol-5-yl]methanone